di(oxetan-3-yl)methyldiisopropyloxysilane O1CC(C1)C(C1COC1)[SiH](OC(C)C)OC(C)C